((1s,3s)-3-hydroxy-3-methylcyclobutyl)(6-((6-methyl-5-(trifluoromethyl)pyridin-2-yl)methyl)-2-azaspiro[3.3]hept-2-yl)methanone OC1(CC(C1)C(=O)N1CC2(C1)CC(C2)CC2=NC(=C(C=C2)C(F)(F)F)C)C